CN1N=CC(=C1)C=1C=C2C(=NC=NC2=CC1)O 6-(1-Methyl-1H-pyrazol-4-yl)quinazolin-4-ol